N-(3,7-dichloropyrazolo[1,5-a]pyridin-5-yl)-1-(2-oxo-1,2-dihydrobenzo[cd]indol-6-yl)-5-trifluoromethyl-1H-pyrazole-4-carboxamide ClC=1C=NN2C1C=C(C=C2Cl)NC(=O)C=2C=NN(C2C(F)(F)F)C=2C=1C3=C(C(NC3=CC2)=O)C=CC1